(S)-4-(4-Fluorobenzyl)-N-(8-((4-hydroxytetrahydro-2H-pyran-4-yl)ethynyl)-1-methyl-2-oxo-2,3,4,5-tetrahydro-1H-benzo[b]azepin-3-yl)-1H-pyrazole-1-carboxamide FC1=CC=C(CC=2C=NN(C2)C(=O)N[C@H]2CCC3=C(N(C2=O)C)C=C(C=C3)C#CC3(CCOCC3)O)C=C1